Bis(triethylsilyl)heptane C(C)[Si](CC)(CC)C(CCC)(CCC)[Si](CC)(CC)CC